CS(=O)(=O)C(C)(C)C1=NC(=NC=2N3[C@@H](COC[C@H]3COC12)C)N1C(=NC2=C1C=CC=C2)NC2COC2 {1-[(5R,8aS)-1-(1-methanesulfonyl-1-methyl-ethyl)-5-methyl-5,6,8a,9-tetrahydro-8H-7,10-dioxa-2,4,4b-triazaphenanthren-3-yl]-1H-benzimidazol-2-yl}-oxetan-3-yl-amine